C=C(COCCC#N)CCCCCCC=C 3-((2-methylenedec-9-en-1-yl)oxy)propanenitrile